S1C(SCCC1)C1=C(C=CC=C1)OC(\C=C/C1=CC(=NC=C1)Cl)=O.OC1(CC(C1)C(=O)N1CC2(C1)CCC(CC2)C=2N=C1N(CCCC1)C2)C ((1s,3s)-3-hydroxy-3-methylcyclobutyl)(7-(5,6,7,8-tetrahydroimidazo[1,2-a]pyridin-2-yl)-2-azaspiro[3.5]non-2-yl)methanone (Z)-2-(1,3-dithian-2-yl)phenyl-3-(2-chloropyridin-4-yl)acrylate